COC=1C=C(C=CC1NC1=NC=C(C(=N1)NC1=C(C=CC=C1C(NC)=O)C)C(F)(F)F)N1CCN(CC1)C1C2CC3(CC(CC1C3)C2)C(=O)OC methyl (cis)-4-(4-(3-methoxy-4-((4-((2-methyl-6-(methylcarbamoyl)phenyl) amino)-5-(trifluoromethyl)pyrimidin-2-yl)amino)phenyl)piperazin-1-yl)adamantan-1-carboxylate